5-[1-(2,3-Dimethylphenyl)-ethyl]-1-ethyl-1H-imidazole CC1=C(C=CC=C1C)C(C)C1=CN=CN1CC